COC(=O)C=1SC(=CC1C)NC(C(CC)C1=CC=CC=C1)=O 3-Methyl-5-(2-phenyl-butyrylamino)-thiophene-2-carboxylic acid methyl ester